S1COCCC2=C1C=C(C=C2)C(=O)O 4,5-dihydrobenzo[d][1,3]oxathiepine-8-carboxylic acid